((1r,4r)-4-(4-(4-(5-(8-oxa-3-azabicyclo[3.2.1]oct-3-yl)pyrazolo[1,5-a]pyrimidin-3-yl)-1H-1,2,3-triazol-1-yl)-3-(difluoromethyl)-1H-pyrazol-1-yl)cyclohexyl)methanol [C@H]12CN(CC(CC1)O2)C2=NC=1N(C=C2)N=CC1C=1N=NN(C1)C=1C(=NN(C1)C1CCC(CC1)CO)C(F)F